(1R,2R)-N-(6-((R)-1-cyanospiro[2.2]pentan-1-yl)isoquinolin-3-yl)-5-oxaspiro[2.4]heptane-1-carboxamide C(#N)[C@@]1(CC12CC2)C=2C=C1C=C(N=CC1=CC2)NC(=O)[C@@H]2CC21COCC1